F[C@@H]1C[C@H](N(C1)C(CCN1N=C2N(C=CC=C2)C1=O)=O)C(=O)N[C@@H](C1=CC=CC=C1)C1=NC(=C(C=C1)C(C)C)F (2S,4R)-4-fluoro-N-[(S)-[6-fluoro-5-(propan-2-yl)pyridin-2-yl](phenyl)methyl]-1-{3-{3-oxo-2H,3H-[1,2,4]triazolo[4,3-a]pyridin-2-yl}propanoyl}pyrrolidine-2-carboxamide